4-(1-carbamimidoyl-1,2,3,6-tetrahydropyridin-4-yl)-N-(4-(1-carbamimidoyl-1,2,3,6-tetrahydropyridin-4-yl)phenyl)-3-methylbenzamide C(N)(=N)N1CCC(=CC1)C1=C(C=C(C(=O)NC2=CC=C(C=C2)C=2CCN(CC2)C(N)=N)C=C1)C